ClC1=C(C(C(=O)NC2=C(C=C(C=C2)C(C(F)(F)F)(C(F)(F)F)F)C)=CC=C1)C(=O)N[C@@H](CS(=O)(=O)C)C (R)-3-chloro-N1-{2-methyl-4-[1,2,2,2-tetrafluoro-1-(trifluoromethyl)ethyl]phenyl}-N2-(1-methyl-2-methyl-sulfonylethyl)phthalamide